C1(CC1)C1=CC=CC2=C(N(N=C12)C)NC(C1=CC=C(C=C1)F)=O N-(7-cyclopropyl-2-methyl-2H-indazol-3-yl)-4-fluorobenzamide